N-[[4-[5-(difluoromethyl)-1,3,4-oxadiazol-2-yl]-2-fluoro-phenyl]methyl]-N-phenyl-2-thia-5-azabicyclo[2.2.1]heptane-5-carboxamide FC(C1=NN=C(O1)C1=CC(=C(C=C1)CN(C(=O)N1C2CSC(C1)C2)C2=CC=CC=C2)F)F